2-allyl-2-(phenylseleno)malononitrile C(C=C)C(C#N)(C#N)[Se]C1=CC=CC=C1